4-(5-(5-(tert-butyl)-2-methylphenyl)-2-(2,6-dimethylphenyl)-4,5,6,7-tetrahydro-2H-pyrazolo[4,3-C]pyridin-3-yl)phenol C(C)(C)(C)C=1C=CC(=C(C1)N1CC=2C(CC1)=NN(C2C2=CC=C(C=C2)O)C2=C(C=CC=C2C)C)C